3-isothiocyanatopropylene N(=C=S)CC=C